2-(2-aminopropyl)-5-chloro-3-methyl-N-(pyridin-4-ylmethyl)furo[3,2-b]pyridin-7-amine NC(CC1=C(C2=NC(=CC(=C2O1)NCC1=CC=NC=C1)Cl)C)C